2-(2,5-dimethoxy-phenyl)ethylamine COC1=C(C=C(C=C1)OC)CCN